(S)-2-[2-(5-chloro-2-fluoro-phenyl)-benzimidazol-1-yl]-2,N-dicyclohexyl-acetamide ClC=1C=CC(=C(C1)C1=NC2=C(N1[C@H](C(=O)NC1CCCCC1)C1CCCCC1)C=CC=C2)F